N[C@@H]1CC[C@H](CC1)C[C@@H]1CC[C@H](CC1)N trans,trans-bis-(4-aminocyclohexyl)-methane